(2S,4R)-2-((6-bromopyridin-2-yl)carbamoyl)-4-cyanopyrrolidine-1-carboxylic acid tert-butyl ester C(C)(C)(C)OC(=O)N1[C@@H](C[C@H](C1)C#N)C(NC1=NC(=CC=C1)Br)=O